COC1=C(C=CC(=C1)OC)C(C(C)C1=CC(=C(C=C1)OC)OC)=O (2,4-dimethoxyphenyl)-2-(3,4-dimethoxyphenyl)propan-1-one